(1S,3S)-N1-(5,5-diethyl-6,7-dihydro-5H-cyclopenta[d]pyrazolo[1,5-a]pyrimidin-8-yl)cyclopentane-1,3-diamine dihydrochloride Cl.Cl.C(C)C1(CCC=2C1=NC=1N(C2N[C@@H]2C[C@H](CC2)N)N=CC1)CC